(-)-O,O'-dibenzoyl-L-tartaric acid C1=CC=C(C=C1)C(=O)O[C@H]([C@H](C(=O)O)OC(=O)C2=CC=CC=C2)C(=O)O